The molecule is a lactam that is 4-hydroxyazacyclotetradecan-2-one substituted by an ethyl group at position 11, methyl groups at position 3 and 7 and a 3-amino-3,6-dideoxy-alpha-L-talopyranosyl moiety at position 4 via a glycosyl linkage (the 3R,4S,7R,11S stereoisomer). It is isolated from the fermentation broth of an unidentified actinomycete species and exhibits potent inhibitory activity against influenza A virus. It has a role as an antimicrobial agent, an EC 3.2.1.18 (exo-alpha-sialidase) inhibitor and a metabolite. It is an aminoglycoside, a lactam and a macrocycle. CC[C@H]1CCC[C@H](CC[C@@H]([C@H](C(=O)NCCC1)C)O[C@H]2[C@@H]([C@@H]([C@@H]([C@@H](O2)C)O)N)O)C